C(N)(OCC1CC(C1)NC1=CC(=NC=C1C=1N=NN(C1)C1CCC(CC1)NC(=O)OC(C)(C)C)C1=CC=C2N1N=CC(=C2)C#N)=O (((1R,3R)-3-((5-(1-((1R,4R)-4-((tert-butoxycarbonyl) amino) cyclohexyl)-1H-1,2,3-triazol-4-yl)-2-(3-cyanopyrrolo[1,2-b]pyridazin-7-yl) pyridin-4-yl) amino) cyclobutyl) methyl) carbamate